C1=CC=CC(C1)=N 5-cyclohexadienimine